1,1,1,5,7,7,7-Heptamethyl-3,3,5-triphenyltetrasiloxan C[Si](O[Si](O[Si](O[Si](C)(C)C)(C1=CC=CC=C1)C)(C1=CC=CC=C1)C1=CC=CC=C1)(C)C